4-(6-chloro-4-iodo-2-pyridinyl)morpholine ClC1=CC(=CC(=N1)N1CCOCC1)I